tert-butyl (1-(4-chloropyridin-2-yl)-3-(cyclohexyl(methyl)amino)propyl)carbamate ClC1=CC(=NC=C1)C(CCN(C)C1CCCCC1)NC(OC(C)(C)C)=O